4-aminobenzoic acid, sodium salt [Na+].NC1=CC=C(C(=O)[O-])C=C1